[Na].OC1=CC=C2C(=CC=NC2=C1)N1CCN(CC1)OC 7-hydroxy-4-(4-methoxypiperazinyl)quinoline Sodium